ClC1=CC=C(C=C1)N1N=C(C=C1)OC\C=C(/C(/C(=O)NC)=N\OC)\C (2E,3Z)-5-{[1-(4-chlorophenyl)-1H-pyrazol-3-yl]oxy}-2-methoxyimino-N,3-dimethylpent-3-enamide